CC1(CCC=2C(=NN(C2C1)COCC[Si](C)(C)C)C1=NC=2C(=NC=C(C2)N(C(C(=C)C2CCOCC2)=O)CC)N1)C (R)-N-(2-(6,6-Dimethyl-1-((2-(trimethylsilyl)ethoxy)methyl)-4,5,6,7-tetrahydro-1H-indazol-3-yl)-3H-imidazo[4,5-b]pyridin-6-yl)-N-ethyl-2-(tetrahydro-2H-pyran-4-yl)propenamide